ClC1=CC=C(C=C1)C1=C(CCC(C1)(C)C)CN1[C@@H]2CN(C[C@H]1C2)CC=2C=C1CN(C(C1=CC2)=O)C2CNCCC2 3-(5-(((1R,5S)-6-((4'-chloro-5,5-dimethyl-3,4,5,6-tetrahydro-[1,1'-biphenyl]-2-yl)methyl)-3,6-diazabicyclo[3.1.1]heptan-3-yl)methyl)-1-oxoisoindolin-2-yl)piperidine